OCC1=CC=C2C=NC(C2=C1)=O 6-(hydroxymethyl)-1-oxoisoindole